2,2-di-(trifluoroacetylaminopropyl)-1,3-propanediol FC(C(=O)NCCCC(CO)(CO)CCCNC(C(F)(F)F)=O)(F)F